7-ethyl-4-(4-fluoro-3-(2-methoxy-6-(trifluoromethyl)pyridin-3-yl)phenyl)-7H-imidazo[4,5-c]Pyridazine C(C)N1C=NC2=C1N=NC=C2C2=CC(=C(C=C2)F)C=2C(=NC(=CC2)C(F)(F)F)OC